bromine benzenesulfonyl chloride Ortho-xylyleneDimethoxide C=1(C(=CC=CC1)CC[O-])CC[O-].C1(=CC=CC=C1)S(=O)(=O)Cl.[Br+].[Br+]